methyl 4-amino-5-bromo-1-(2-fluorobenzyl)-1H-pyrazole-3-carboxylate NC=1C(=NN(C1Br)CC1=C(C=CC=C1)F)C(=O)OC